8-(4-Nitrophenyl)-3,8-diazabicyclo[3.2.1]octane-3-carboxylic acid tert-butyl ester C(C)(C)(C)OC(=O)N1CC2CCC(C1)N2C2=CC=C(C=C2)[N+](=O)[O-]